1,1,1,3,3,3-hexachlorodifluoropropane ClC(C(C(Cl)(Cl)Cl)(F)F)(Cl)Cl